n-Heptyltrimeth-oxysilan C(CCCCCC)[Si](OC)(OC)OC